bis(9-phenylcarbazol-3-yl)-N,N'-diphenylbenzene-1,3-diamine C1(=CC=CC=C1)N1C2=CC=CC=C2C=2C=C(C=CC12)C1=CC(=C(C=C1NC1=CC=CC=C1)NC1=CC=CC=C1)C=1C=CC=2N(C3=CC=CC=C3C2C1)C1=CC=CC=C1